2-(2-(4-amino-8-methyl-6-(trifluoromethyl)-9H-pyrimido[4,5-b]indol-9-yl)acetyl)-N-(6-chloropyrazin-2-yl)-2-azabicyclo[3.1.0]hexane-3-carboxamide NC1=NC=NC=2N(C3=C(C=C(C=C3C21)C(F)(F)F)C)CC(=O)N2C1CC1CC2C(=O)NC2=NC(=CN=C2)Cl